4-[(tert-butyldiphenylsilyl)oxy]cyclohexan-1-one [Si](C1=CC=CC=C1)(C1=CC=CC=C1)(C(C)(C)C)OC1CCC(CC1)=O